S1CN=C2C1=C1C(C=NN=C1)=N2 thiazolo[5',4':4,5]pyrrolo[2,3-d]pyridazin